tert-butyl N2-(N2-(4-azidobutanoyl)-N6-diazo-L-lysyl)-N6-diazo-L-lysinate N(=[N+]=[N-])CCCC(=O)N[C@@H](CCCCN=[N+]=[N-])C(=O)N[C@@H](CCCCN=[N+]=[N-])C(=O)OC(C)(C)C